C(CCC)OC(=O)N1C(C2(CCOC(N2)=O)CCC1)CO[C@@H]1CC[C@@H](CC1)C1=CC=CC=C1 butyl-2-oxo-7-({[(CIS)-4-phenylcyclohexyl]oxy}methyl)-3-oxa-1,8-diazaspiro[5.5]undecane-8-carboxylate